3-((4-carbamoyl-2,3-difluorophenoxy)methyl)-4-chlorobenzo[b]thiophene-2-carboxylic acid C(N)(=O)C1=C(C(=C(OCC=2C3=C(SC2C(=O)O)C=CC=C3Cl)C=C1)F)F